N-(hexahydropyridin-4-ylmethyl)-3-methyl-6-(5-methylfuran-2-yl)-1-benzofuran-2-carboxamide N1CCC(CC1)CNC(=O)C=1OC2=C(C1C)C=CC(=C2)C=2OC(=CC2)C